aminobenzophenone NC1=C(C(=O)C2=CC=CC=C2)C=CC=C1